Phosphine-Oxide [PH3]=O